Cl.N1CCC(CC1)N1C(NC=2C1=NC=CC2)=O 3-(4-piperidinyl)-1H-imidazo[4,5-b]pyridin-2-one hydrochloride